BrC=1C=C(C(=NC1)C)N1C(C=C(C=C1C)OCC1=NC=C(C=C1F)F)=O 5'-bromo-4-[(3,5-difluoropyridin-2-yl)methoxy]-2',6-dimethyl-[1,3'-bipyridin]-2-one